CC1=C(N=NC(=C1C)C1=NN(C=C1)C)N1CCC(CC1)N 1-(4,5-dimethyl-6-(1-methyl-1H-pyrazol-3-yl)pyridazin-3-yl)piperidin-4-amine